5-isopropoxy-N,6-dimethoxy-N-methylbenzo[b]thiophene-2-carboxamide C(C)(C)OC1=CC2=C(SC(=C2)C(=O)N(C)OC)C=C1OC